N1CC(C1)N(C=1C=C(C(=O)N[C@H](CC(=O)N(C)C)C2=CC=CC3=CC=CC=C23)C=CC1)C (R)-3-(azetidin-3-yl(methyl)amino)-N-(3-(dimethylamino)-1-(naphthalen-1-yl)-3-oxopropyl)benzamide